2-(oxacyclopent-2-yl)ethan-1-amine O1C(CCC1)CCN